C(C1=CC=CC=C1)N([C@@H](CC(=O)OCC)C=1C=C(C(=CC1)F)C1=CC=CC=C1)[C@H](C)C1=CC=CC=C1 ethyl (S)-3-(benzyl((R)-1-phenylethyl)amino)-3-(6-fluorobiphenyl-3-yl)propanoate